3-Cyclohexene-1-carboxylic acid C1(CC=CCC1)C(=O)O